[O].O(C1=CC=CC=C1)B(OC1=CC=CC=C1)OC1=CC=CC=C1 triphenoxyboron oxygen